C(C)(C)(CC)C1=C(C(C)=C(C=C1)N)N 3-tert-amyl-2,6-toluenediamine